1,2-dichlorohexane ClCC(CCCC)Cl